1-Dodecanoyl-sn-glycero-3-phosphocholine C(CCCCCCCCCCC)(=O)OC[C@@H](O)COP(=O)([O-])OCC[N+](C)(C)C